BrCC(=O)C1=C(C=C2C=C(N(C2=C1)S(=O)(=O)C1=CC=CC=C1)CCC(=O)N)Cl ((6-(2-bromoacetyl)-5-chloro-1-(phenylsulfonyl)-1H-indol-2-yl)methyl)acetamide